N1C=C(C2=CC=CC=C12)C1=C(N=C(O1)C1=CC=C(C=C1)[N+](=O)[O-])C(=O)O 5-(1H-indol-3-yl)-2-(4-nitrophenyl)oxazole-4-carboxylic acid